C(C)(C)(C)C1=C(C=CC(=C1)O)O 2-tert-butylbenzene-1,4-diol